NC1(CC1)C=1NC(=NN1)C1CC2(CN(C2)C(=O)N2CC3(C2)CC(C3)CC=3C=C(C#N)C=C(C3)C(F)(F)F)C1 3-[[2-[6-[5-(1-aminocyclopropyl)-4H-1,2,4-triazol-3-yl]-2-azaspiro[3.3]heptane-2-carbonyl]-2-azaspiro[3.3]heptan-6-yl]methyl]-5-(trifluoromethyl)benzonitrile